S-((5-methylisoxazol-3-yl)methyl)ethanethioate CC1=CC(=NO1)CS=C(C)[O-]